C=1CC(C=C2C3=CC=CC=C3C=CC12)=O phenanthrene-3(2H)-one